C(C)(C)(C)OC(=O)N1[C@@H](OC[C@@]1(C(=O)N1CCN(CC1)C(NC1=NC(N(C=C1)C1=CC=C(C=C1)CC=O)=O)=O)C)C(C)(C)C.[N+](=[N-])=C1N=NN=N1 diazotetrazole tert-butyl-(2S,4R)-2-(tert-butyl)-4-methyl-4-(4-((2-oxo-1-(4-(2-oxoethyl)phenyl)-1,2-dihydropyrimidin-4-yl)carbamoyl)piperazine-1-carbonyl)oxazolidine-3-carboxylate